ClC1=CC(=NN1C)[C@@H]1[C@H](C(N(C1)C)=O)C(=O)NC1=C(C(=CC=C1)F)C(F)(F)F (3S,4R)-4-(5-chloro-1-methyl-pyrazol-3-yl)-N-[3-fluoro-2-(trifluoromethyl)phenyl]-1-methyl-2-oxo-pyrrolidine-3-carboxamide